OCC(C(=O)OC1CC2CCC(C1)[N+]2(C(C)C)C)C2=CC=CC=C2 (8-methyl-8-propan-2-yl-8-azoniabicyclo[3.2.1]octan-3-yl) 3-hydroxy-2-phenylpropanoate